C(C)(C)(C)OC(C[C@H](CCCCCOS(=O)(=O)C1=CC=C(C)C=C1)OC)=O (S)-3-methoxy-8-(p-toluenesulfonyloxy)octanoic acid tert-butyl ester